N3,N5-dibenzyltetrahydropyran-3,4,5-triamine C(C1=CC=CC=C1)NC1COCC(C1N)NCC1=CC=CC=C1